(1S,2S,3R,5S)-3-((5-chloro-4-(7'-fluoro-2'-methylspiro[cyclopentane-1,3'-indol]-5'-yl)pyrimidin-2-yl)amino)-6,8-dioxabicyclo[3.2.1]octan-2-ol ClC=1C(=NC(=NC1)N[C@H]1[C@@H]([C@@H]2CO[C@H](C1)O2)O)C=2C=C1C3(C(=NC1=C(C2)F)C)CCCC3